O1CC(=CC2=C1C=CC=C2)C2=NOC(=N2)C2=CC=CC=C2 3-(2H-benzopyran-3-yl)-5-phenyl-1,2,4-oxadiazole